6-bromo-1,4-dimethyl-1,2,3,4-tetrahydro-1,4-ethanonaphthalene BrC=1C=C2C3(CCC(C2=CC1)(CC3)C)C